N-cyclohexyl-2-cyclopropyl-11-oxo-11H-pyrido[2,1-b]quinazoline-6-carboxamide C1(CCCCC1)NC(=O)C1=CC=CN2C1=NC1=CC=C(C=C1C2=O)C2CC2